C(=O)(O)[C@H](O)[C@@H](O)C(=O)O.CN1CC(CC2CC3(CCC12)OCCO3)C(=O)NCCC 1'-Methyl-N-propyloctahydro-1'H-spiro[1,3-dioxolane-2,6'-quinoline]-3'-carboxamide L-Tartrate